C(C)(C)(C)OC(CC[C@@H](C)C=1NC(N(C(C1)=O)N)=N)=O (R)-4-(1-amino-2-imino-6-oxo-1,2,3,6-tetrahydropyrimidin-4-yl)pentanoic acid tert-butyl ester